azetidin-1-yl(6-(5-(((1S,2S,3R,5R)-2-fluoro-8-azabicyclo[3.2.1]octan-3-yl)(methyl)amino)pyrazin-2-yl)-5-hydroxybenzofuran-2-yl)methanone N1(CCC1)C(=O)C=1OC2=C(C1)C=C(C(=C2)C2=NC=C(N=C2)N(C)[C@H]2[C@H]([C@@H]1CC[C@H](C2)N1)F)O